FC1(COCC1)C(=O)NC=1SC(=CN1)C=1C=C2C=C(N=NC2=CC1)C 3-fluoro-N-(5-(3-methylcinnolin-6-yl)thiazol-2-yl)tetrahydrofuran-3-carboxamide